OCC(CCC)(C)SC1C(CC(CC1)(C)C)C(CCCC)=O 1-[2-[1-(Hydroxymethyl)-1-methylbutyl]sulfanyl-5,5-dimethylcyclohexyl]pentan-1-one